6-HYDROXYNICOTINATE OC1=NC=C(C(=O)[O-])C=C1